C(OC1=NC=CC=C1)(OC1=NC=CC=C1)=O di(2-pyridyl) carbonate